4-{5-[(cyclopropylmethyl)amino]-[1,2,4]triazolo[1,5-a]pyrimidin-7-yl}benzonitrile C1(CC1)CNC1=NC=2N(C(=C1)C1=CC=C(C#N)C=C1)N=CN2